C(=O)(C=C)C(C(C(O)(C(=O)C=C)C(=O)C=C)(CO)NC(C=C)=O)O trisacryl-(N-acryloyl-2-amino-2-hydroxymethylpropan-1,3-diol)